(S)-N-(chroman-4-yl)-2-(piperidin-4-yl)-benzo[d]thiazole-6-carboxamide O1CC[C@@H](C2=CC=CC=C12)NC(=O)C1=CC2=C(N=C(S2)C2CCNCC2)C=C1